(4-(trifluoromethoxy)phenyl)piperidine FC(OC1=CC=C(C=C1)N1CCCCC1)(F)F